BrC1=CC=C(C=C1)N1[C@H](CCC1)C1=C(CN2CCN(CC2)C)C=CC=C1 (R)-1-(2-(1-(4-bromophenyl)pyrrolidin-2-yl)benzyl)-4-methylpiperazine